CC1=NN(C(=C1)C1=NSC=2C1=NC(=CC2C2(CCCCC2)O)N2[C@@H](COCC2)C)C2OCCCC2 1-{3-[3-methyl-1-(oxan-2-yl)-1H-pyrazol-5-yl]-5-[(3R)-3-methylmorpholin-4-yl]-[1,2]thiazolo[4,5-b]pyridin-7-yl}cyclohexan-1-ol